Cl(=O)(=O)O[N+](=O)[O-] nitryl chlorate